CC1CN(CC(C1)C)C1=C(C=NC=N1)F 6-(3,5-dimethylpiperidin-1-yl)-5-fluoropyrimidin